C1(=CC=CC=C1)SSSC1=CC=CC=C1 diphenyl trisulfide